N-allyl-3-chloroaniline C(C=C)NC1=CC(=CC=C1)Cl